C(CC\C=C\C\C=C\CCCCCCCC)(=O)O (4E,7E)-hexadeca-4,7-dienoic Acid